N1(C=NC=C1)C1=CC=C(N=N1)OC1C(N2CCC1CC2)CC=2C=NC=CC2 trans-3-(6-imidazol-1-ylpyridazin-3-yl)oxy-2-(3-pyridylmethyl)quinuclidine